CC1=C(C=C(C(=C1)CC1=C(C=CC=C1)C)C)C(=N)N(C)CC (2,5-dimethyl-4-(2-methylbenzyl)phenyl)-N-ethyl-N-methylformamidine